6-chloro-5-cyclopropyl-N-(1-methylpiperidin-3-yl)pyridazin-3-amine ClC1=C(C=C(N=N1)NC1CN(CCC1)C)C1CC1